2-[(1Z)-1-({4-[(2,4-Difluorophenoxy)methyl]phenyl}methylidene)-5-fluoro-2-methyl-1H-inden-3-yl]acetic acid FC1=C(OCC2=CC=C(C=C2)\C=C/2\C(=C(C3=CC(=CC=C23)F)CC(=O)O)C)C=CC(=C1)F